COC(C=C)=O.S1C(N=CC1)=O thiazolinone methyl-acrylate